2-pyrazolecarboxamide N=1N(C=CC1)C(=O)N